5-nitro-2-(4-(trifluoromethyl)phenethyloxy)pyridine [N+](=O)([O-])C=1C=CC(=NC1)OCCC1=CC=C(C=C1)C(F)(F)F